CC(C(=O)OCN1C(N[C@]2(C1=O)CCCN(C2)C(=O)OCC2=CC=CC=C2)=O)(C)C benzyl (5R)-3-(2,2-dimethylpropanoyloxymethyl)-2,4-dioxo-1,3,9-triazaspiro[4.5]decane-9-carboxylate